COC1=C(N)C=CC(=C1)OC(F)(F)F 2-methoxy-4-(trifluoromethoxy)aniline